CC=1N(C(=CC1C(=O)O)C1=NC=C(C=C1C=1C=NC=C(C1)F)F)C methyl-5-{5,5'-difluoro-[3,3'-bipyridin]-2-yl}-1-methylpyrrole-3-carboxylic acid